β-(3,4-epoxycyclohexyl)ethylmethylisopropoxysilane C1(CC2C(CC1)O2)CC[SiH](OC(C)C)C